tert-Butyl 4-[[4-chloro-2-[3-[methyl-(2-methylpyrazolo[1,5-a]pyridin-5-yl) carbamoyl]phenyl]-5-(trifluoromethyl)pyrazol-3-yl]methoxy]benzoate ClC1=C(N(N=C1C(F)(F)F)C1=CC(=CC=C1)C(N(C1=CC=2N(C=C1)N=C(C2)C)C)=O)COC2=CC=C(C(=O)OC(C)(C)C)C=C2